ClC=1C=C(C=CC1Cl)N1CC(CC1)C=1C(=C(C(=O)O)C(=CC1)F)F 3-(1-(3,4-dichlorophenyl)pyrrolidin-3-yl)-2,6-difluorobenzoic acid